NCCCCCCCCCNC(=O)C=1OC(=CC1)C#CCN N-(9-aminononyl)-5-(3-aminoprop-1-yn-1-yl)furan-2-carboxamide